N-(1-(4,4-difluorocyclohexyl)-2-oxopyrrolidin-3-yl)-4-(methylsulfonamido)-2-(6-azaspiro[2.5]octan-6-yl)benzamide FC1(CCC(CC1)N1C(C(CC1)NC(C1=C(C=C(C=C1)NS(=O)(=O)C)N1CCC2(CC2)CC1)=O)=O)F